C(C)(=O)OC=1C=CC=C2C(=CNC12)CCN(CCC)CCC 3-(2-(dipropylamino) ethyl)-1H-indol-7-yl acetate